8-((4-(3,5-dichlorophenyl)piperidin-1-yl)methyl)-3,9-dihydroxybenzo[5,6]oxazepin ClC=1C=C(C=C(C1)Cl)C1CCN(CC1)CC1=C(C2=C(C=CC(=NO2)O)C=C1)O